4-(4-fluoro-3,5-dimethylphenyl)-1-(5-(isopropylthio)-4-(4-(trifluoromethyl)phenyl)thiazol-2-yl)-3-methyl-1H-pyrazole-5-carboxylic acid FC1=C(C=C(C=C1C)C=1C(=NN(C1C(=O)O)C=1SC(=C(N1)C1=CC=C(C=C1)C(F)(F)F)SC(C)C)C)C